((1R)-1-(2-(cyclohexylmethyl)-3-((3-methoxybenzyl)amino)-3-oxopropanamido)-2-(p-tolyl)ethyl)boronic acid C1(CCCCC1)CC(C(=O)N[C@@H](CC1=CC=C(C=C1)C)B(O)O)C(=O)NCC1=CC(=CC=C1)OC